C1CCN(CCCNC(=O)C[C@H](NC1)C2=CC=CC=C2)C(=O)C3=COC=C3 The molecule is a cyclic spermidine alkaloid that is 2-phenyl-1,5,9-triazacyclotridecan-4-one in which the amino hydrogen at position 9 has been replaced by a furan-3-carbonyl group. It is an azamacrocycle, a lactam, a spermidine alkaloid and a member of furans.